tert-butyl 4-hydroxy-4-(4-(5-(4-(trifluoromethyl)phenoxy)octahydrocyclopenta[c]pyrrole-2-carbonyl)phenyl)piperidine-1-carboxylate OC1(CCN(CC1)C(=O)OC(C)(C)C)C1=CC=C(C=C1)C(=O)N1CC2C(C1)CC(C2)OC2=CC=C(C=C2)C(F)(F)F